1-(oxetan-2-yl)methanamine O1C(CC1)CN